(3S,4S)-1-(4-((S)-3-(hexylcarbamoyl)-4-octanoyl-1,4-diazepane-1-carbonyl)benzoyl)-N3,N4-bis((1S,2R)-2-phenylcyclopropyl)pyrrolidine-3,4-dicarboxamide C(CCCCC)NC(=O)[C@@H]1CN(CCCN1C(CCCCCCC)=O)C(=O)C1=CC=C(C(=O)N2C[C@H]([C@@H](C2)C(=O)N[C@@H]2[C@H](C2)C2=CC=CC=C2)C(=O)N[C@@H]2[C@H](C2)C2=CC=CC=C2)C=C1